O[C@H](CO)C1CCN(CC1)S(=O)(=O)C=1C=CC(=C(C1)C=1NC(C2=C(N1)C(=NN2C)CCC)=O)OCC (S)-5-(5-((4-(1,2-dihydroxyethyl)piperidin-1-yl)sulfonyl)-2-ethoxyphenyl)-1-methyl-3-propyl-1,6-dihydro-7H-pyrazolo[4,3-d]pyrimidin-7-one